COC1=NN(C=C1C(=O)NC1=NC(=CC=C1)C=1N2C(=NN1)CC[C@@H]2C)C=2C=NC=C(C2)N2CCOCC2 (S)-3-methoxy-N-(6-(5-methyl-6,7-dihydro-5H-pyrrolo[2,1-c][1,2,4]triazol-3-yl)pyridin-2-yl)-1-(5-morpholinopyridin-3-yl)-1H-pyrazole-4-carboxamide